N=1ON=C2C1C=CC(=C2)OCC2=CC(=C(C=C2Cl)N=C(C2=CC=CC=C2)C2=CC=CC=C2)F N-(4-((benzo[c][1,2,5]oxadiazol-5-yloxy)methyl)-5-chloro-2-fluorophenyl)-1,1-diphenylmethanimine